1-(METHYLSULFONYL)PIPERIDIN CS(=O)(=O)N1CCCCC1